COC(C1=C(N=CC(=C1C)Br)OC=1C(=NC(=CC1)F)C)=O 5-bromo-2-((6-fluoro-2-methylpyridin-3-yl)oxy)-4-methylnicotinic acid methyl ester